NC=1N=C(SC1C(=O)C1=CC(=NC=C1)C)N(C1=CC=C(C=C1)F)[C@@H](C(=O)N)C (R)-2-(N-[4-Amino-5-(2-methylpyridin-4-carbonyl)thiazol-2-yl]-4-fluoroanilino)propanamid